(R)-N-(4-(chlorodifluoromethoxy)phenyl)-6-(2,4-dihydropyrazolo[3',4':3,4]cyclopenta[1,2-b]pyridin-7-yl)-2,4-dimethyl-1,2,3,4-tetrahydrobenzo[4,5]imidazo[1,2-a]pyrazine-8-carboxamide ClC(OC1=CC=C(C=C1)NC(=O)C=1C=C(C2=C(N=C3N2[C@@H](CN(C3)C)C)C1)C=1C=C3C(=NC1)CC=1C3=NNC1)(F)F